C(=C)[NH+]1CCCC1 Vinylpyrrolidinium